(R)-2-(furan-2-yl)-2H-pyran O1C(=CC=C1)[C@@H]1OC=CC=C1